ClC=1C(=NC(=NC1)N[C@@H]1CN(CC1)C(=O)C1=CC=C(C=C1)NC(\C=C\CN(C)C)=O)C=1C(=NN2C1C=CC=C2)C2=CC=CC=C2 (S,E)-N-(4-(3-((5-chloro-4-(2-phenylpyrazolo[1,5-a]pyridin-3-yl)pyrimidin-2-yl)amino)pyrrolidine-1-carbonyl)phenyl)-4-(dimethylamino)but-2-enamide